C(C)(C)C1=CC(=CC(=N1)N1N=CC=2C(=NC(=CC21)C=2C=NC=CC2OC)C)N2CC(C2)OCC(F)(F)F 1-(6-Isopropyl-4-(3-(2,2,2-trifluoroethoxy)azetidin-1-yl)pyridin-2-yl)-6-(4-methoxypyridin-3-yl)-4-methyl-1H-pyrazolo[4,3-c]pyridine